ClC1=NC(=CC(=C1C#N)C)C 2-chloro-3-cyano-4,6-dimethylpyridine